BrC1=C(C=CC=C1)\C=C(/C)\N1C=CC=C1 (E)-1-(1-(2-bromophenyl)propan-1-en-2-yl)pyrrole